FC(C(=O)O)(F)F.NCC(CC=1N(C(NN1)=O)CC=1SC(=CC1F)C1=CC2=C(OCO2)C=C1)=C(F)F [2-(aminomethyl)-3,3-difluoro-allyl]-4-[[5-(1,3-benzodioxol-5-yl)-3-fluoro-2-thienyl]methyl]-1,2,4-triazol-3-one trifluoroacetate salt